1-phenylbiguanide hydrochloride Cl.C1(=CC=CC=C1)NC(=N)NC(=N)N